7-methoxy-1,9-dimethyl-6-(4-(quinoline-8-sulfonyl)piperazine-1-yl)-9H-pyrido[3,4-b]indole COC1=C(C=C2C3=C(N(C2=C1)C)C(=NC=C3)C)N3CCN(CC3)S(=O)(=O)C=3C=CC=C1C=CC=NC31